6-(5-fluoro-2-propoxyphenyl)pyridine FC=1C=CC(=C(C1)C1=CC=CC=N1)OCCC